C(C)(C)(C)OC(=O)N1CCN(CC1)C1=C(C=C(C=C1)NC1=C(C=NC2=CC=C(C=C12)Br)N)C(F)(F)F 4-(4-((3-amino-6-bromoquinolin-4-yl)amino)-2-(trifluoromethyl)phenyl)piperazine-1-carboxylic acid tert-butyl ester